O1CCC2=C1C(=CC=C2)S(=O)(=O)C2=CC=C(C=C2)CNC(=O)C2=CC=1C(=CN=CC1)O2 N-{[4-(2,3-dihydro-1-benzofuran-7-sulfonyl)phenyl]methyl}furo[2,3-c]pyridine-2-carboxamide